3-[5-[2,2,3,3,5,5,6,6-octadeuterio-4-[5-(trifluoromethyl)pyrimidin-2-yl]piperazin-1-yl]-5-oxo-pentyl]-5-(trifluoromethyl)-1H-pyridazin-6-one [2H]C1(N(C(C(N(C1([2H])[2H])C1=NC=C(C=N1)C(F)(F)F)([2H])[2H])([2H])[2H])C(CCCCC1=NNC(C(=C1)C(F)(F)F)=O)=O)[2H]